((1H-indazol-5-yl)ethynyl)-N-(isoquinolin-3-ylmethyl)-[2,4'-bipyrimidin]-2'-amine N1N=CC2=CC(=CC=C12)C#CC1=NC(=NC=C1)C1=NC(=NC=C1)NCC=1N=CC2=CC=CC=C2C1